tetrahydroquinoline-2-carboxylic acid N1C(CCC2=CC=CC=C12)C(=O)O